C(CC)(=O)OCCC(CCCCC)C1=CC(=C(C(=C1)N1N=C2C(=N1)C=CC=C2)O)C(C)(C)C 3-[3-tert-butyl-5-(2H-benzotriazol-2-yl)-4-hydroxyphenyl]octyl propionate